C(#N)C1=CC=C(C=C1)C1CCN(CC1)C(=O)C=1C(=CC(=C(C(=O)O)C1)C1CCC1)C 5-(4-(4-cyanophenyl)piperidine-1-carbonyl)-2-cyclobutyl-4-methylbenzoic acid